[I-].C(C1=CC=CC=C1)N1C=C([N+]2=C1C=CC=C2)CC2=CC=CC=C2 1,3-dibenzyl-1H-imidazo[1,2-a]pyridin-4-ium iodide